ClC1=C(C=C(C=C1)C1=CN(C(C(=C1)C(F)(F)F)=O)C(C)C)CC(C(=O)NC1=CC=C(C=C1)C1=NN=CN1C)NC(=O)C1(CC1)F N-[1-[[2-chloro-5-[1-isopropyl-6-oxo-5-(trifluoromethyl)-3-pyridyl]phenyl]methyl]-2-[4-(4-methyl-1,2,4-triazol-3-yl)anilino]-2-oxo-ethyl]-1-fluoro-cyclopropanecarboxamide